1-(5-(((1R,4R)-2,5-diazabicyclo[2.2.1]heptan-2-yl)methyl)pyrazolo[1,5-a]pyridin-3-yl)-3-(2,4-dimethoxybenzyl)dihydropyrimidine-2,4(1H,3H)-dione [C@H]12N(C[C@H](NC1)C2)CC2=CC=1N(C=C2)N=CC1N1C(N(C(CC1)=O)CC1=C(C=C(C=C1)OC)OC)=O